O1CCOC2=NC=C(C=C21)S(=O)(=O)N2CC1=C(C2)CN(C1)C([C@@H](CO)C1=NC=CC=C1)=O |o1:22| (R or S)-1-(5-((2,3-dihydro-[1,4]dioxino[2,3-b]pyridin-7-yl)sulfonyl)-3,4,5,6-tetrahydropyrrolo[3,4-c]pyrrol-2(1H)-yl)-3-hydroxy-2-(pyridin-2-yl)propan-1-one